ClC=1C(=NC=CC1)N(C(C1=CC=C(C=C1)NC1=NC=CC=N1)=O)[C@H]1CNCCC1 (R)-N-(3-chloropyridin-2-yl)-N-(piperidin-3-yl)-4-(pyrimidin-2-ylamino)benzamide